di(diphenylphosphino)ferrocene palladium dichloride [Pd](Cl)Cl.C1(=CC=CC=C1)P(C1=CC=CC=C1)[C-]1C=CC=C1.[C-]1(C=CC=C1)P(C1=CC=CC=C1)C1=CC=CC=C1.[Fe+2]